COCCOCCC 1-(2-methoxyethoxy)propane